(S)-1-((2-((S)-Amino(4,4-difluorocyclohexyl)methyl)-4-fluorobenzo[d]-oxazol-5-yl)methyl)-4-(trifluoromethyl)imidazolidin-2-one N[C@H](C=1OC2=C(N1)C(=C(C=C2)CN2C(N[C@@H](C2)C(F)(F)F)=O)F)C2CCC(CC2)(F)F